3-(2-ethoxy-3-fluoro-4-pyridyl)-4-[4-[(3S)-1-(3-fluoropropyl)pyrrolidin-3-yl]oxyphenyl]-2H-thiochromen-7-ol C(C)OC1=NC=CC(=C1F)C=1CSC2=CC(=CC=C2C1C1=CC=C(C=C1)O[C@@H]1CN(CC1)CCCF)O